7-((dimethylamino)methyl)-8-fluoro-5-methyl-3-((6-methylpyridin-2-yl)methyl)-3,5-dihydro-4H-pyridazino[4,5-b]indol-4-one CN(C)CC=1C(=CC=2C3=C(N(C2C1)C)C(N(N=C3)CC3=NC(=CC=C3)C)=O)F